[N+]12(CCN(CC1)CC2)C2=NC(=C(C1=CC=C(C=C21)OCC2=CC=CC=C2)C2=CC(=C(C=C2)F)F)C2CCOCC2 1-(4-aza-1-azoniabicyclo[2.2.2]oct-1-yl)-7-benzyloxy-4-(3,4-difluorophenyl)-3-tetrahydropyran-4-yl-isoquinoline